tert-butyl (R)-4-(4-chloro-5-cyanopyrimidin-2-yl)-2-methylpiperazine-1-carboxylate ClC1=NC(=NC=C1C#N)N1C[C@H](N(CC1)C(=O)OC(C)(C)C)C